S(=O)(=O)(O)O.CN(C(=N)N)C 1,1-dimethylguanidine sulphate